COC1=CC=C(COC(=O)C2NC(C2)=O)C=C1 4-oxoazetidine-2-carboxylic acid 4-methoxybenzyl ester